FC(CCC=O)(F)F 4,4,4-TRIFLUOROBUTYRALDEHYDE